cyclopropyl-6-(3-((4-fluorophenyl)carbamoyl)oxetan-3-yl)-3,4-dihydro-1,5-naphthyridine-1(2H)-carboxylate C1(CC1)OC(=O)N1CCCC2=NC(=CC=C12)C1(COC1)C(NC1=CC=C(C=C1)F)=O